FC1=C(C#N)C=C(C=C1)OC=1C(=C2C=CN(C2=CC1F)S(=O)(=O)CC1=CC=CC=C1)SC 2-Fluoro-5-((6-fluoro-4-(methylsulfanyl)-1-toluenesulfonyl-1H-indol-5-yl)oxy)benzonitrile